C(C)C=1NC=CC1 2-Ethyl-pyrrole